(S)-(1-(4-((2R,3S,4S,5R)-3-(3,4-difluoro-2-methoxyphenyl)-4,5-dimethyl-5-(trifluoromethyl)tetrahydrofuran-2-carboxamido)pyridin-2-yl)-2-hydroxyethyl)carbamate FC=1C(=C(C=CC1F)[C@H]1[C@@H](O[C@]([C@H]1C)(C(F)(F)F)C)C(=O)NC1=CC(=NC=C1)[C@@H](CO)NC([O-])=O)OC